Cl.CN(CC)C N,N-dimethylethanamine hydrochloride